IC=1C=NC(=C(C(=O)OC)C1C)N1CCC(CC1)C(F)(F)F methyl 5-iodo-4-methyl-2-(4-(trifluoromethyl)piperidin-1-yl)nicotinate